(2R,4S)-N-((2S)-1-((2-amino-6,7-dihydro-5H-cyclopenta[b]pyridin-5-yl)amino)-1-oxopropan-2-yl)-4-(4-fluorophenyl)piperidine-2-carboxamide hydrochloride salt Cl.NC1=CC=C2C(=N1)CCC2NC([C@H](C)NC(=O)[C@@H]2NCC[C@@H](C2)C2=CC=C(C=C2)F)=O